2-acetyl-6-(4-chlorobenzyl)-9-(5-methoxypyridin-2-yl)-2,6,9-triazaspiro[4.5]decane-7,10-dione C(C)(=O)N1CC2(CC1)N(C(CN(C2=O)C2=NC=C(C=C2)OC)=O)CC2=CC=C(C=C2)Cl